BrC=1C=C(C2=C(C=C(O2)CN2C(C=3C=NC=CC3C2)=O)C1)C(=O)OC Methyl 5-bromo-2-((3-oxo-1,3-dihydro-2H-pyrrolo[3,4-c]pyridin-2-yl)methyl)benzofuran-7-carboxylate